C(C1=CC=CC=C1)N1N=CC=2C1=NC(=NC2N(C(=O)C=2S(C(=C(C2[2H])[2H])[N+](=O)[O-])([2H])([2H])[2H])[2H])C=2C=NC(=CC2)C N-(1-benzyl-6-(6-methylpyridin-3-yl)-1H-pyrazolo[3,4-d]pyrimidin-4-yl)-5-nitrothiophene-2-carboxamide-d6